ClC1=CSC2=C1N=CN=C2N2CCC(CC2)NC(CCC2=CC=C(C=C2)F)=O N-(1-(7-chlorothieno[3,2-d]pyrimidin-4-yl)piperidin-4-yl)-3-(4-fluorophenyl)propanamide